1,1,1-tris(glycidyloxyphenyl)methane 2-(4-(2-((3-(Bis((Z)-2-hydroxyoctadec-9-en-1-yl)amino)butyl)disulfaneyl)ethyl)piperazin-1-yl)ethyl-4-(bis(2-hydroxydodecyl)amino)butanoate OC(CN(C(CCSSCCN1CCN(CC1)CCOC(CCCN(CC(CCCCCCCCCC)O)CC(CCCCCCCCCC)O)=O)C)CC(CCCCCC\C=C/CCCCCCCC)O)CCCCCC\C=C/CCCCCCCC.C(C1CO1)OC1=C(C=CC=C1)C(C1=C(C=CC=C1)OCC1CO1)C1=C(C=CC=C1)OCC1CO1